The molecule is an organophosphate oxoanion obtained by deprotonation of the diphosphate OH groups of N-acetyl-alpha-D-glucosaminyl-1-diphospho-trans,polycis-decaprenol; major species at pH 7.3. It is a conjugate base of a N-acetyl-alpha-D-glucosaminyl-1-diphospho-trans,polycis-decaprenol. CC(=CCC/C(=C/CC/C(=C\\CC/C(=C\\CC/C(=C\\CC/C(=C\\CC/C(=C\\CC/C(=C\\CC/C(=C\\CC/C(=C\\COP(=O)([O-])OP(=O)([O-])O[C@@H]1[C@@H]([C@H]([C@@H]([C@H](O1)CO)O)O)NC(=O)C)/C)/C)/C)/C)/C)/C)/C)/C)/C)C